C1(CC1)C1=NN(C(=N1)CN)C1=CC=C2C=CC=NC2=C1 [3-cyclopropyl-1-(quinolin-7-yl)-1H-1,2,4-triazol-5-yl]methanamine